ferrocenyl-guanidine [C-]1(C=CC=C1)NC(=N)N.[CH-]1C=CC=C1.[Fe+2]